C(C)C(C(=O)O[C@@H]1[C@H](CC[C@@H](C1)OCC1=CC=CC=C1)N[C@@H](C)C1=CC=CC=C1)P(C1=CC=CC=C1)(C1=CC=CC=C1)(C1=CC=CC=C1)Br (1S,2S,5S)-5-(benzyloxy)-2-(((S)-1-phenylethyl)amino)cyclohexan-1-ol ethyl-2-(bromotriphenyl-$l^[5]-phosphanyl)acetate